[1,1'-biphenyl]-4-yl-dimethyl-sulfonium triflate [O-]S(=O)(=O)C(F)(F)F.C1(=CC=C(C=C1)[S+](C)C)C1=CC=CC=C1